(S)-N-((8,8-difluorobicyclo[4.2.0]-octa-1(6),2,4-trien-3-yl)methylene)-2-methylpropane-2-sulfinamide FC1(CC=2C=CC(=CC12)C=N[S@@](=O)C(C)(C)C)F